N1CCNCNCCCN1 1,4,6,10-tetraazacyclodecane